4-(4-amino-1-(1-(5-fluoro-3-(3-fluorophenyl)-4-oxo-4H-chromen-2-yl)ethyl)-1H-pyrazolo[3,4-d]pyrimidin-3-yl)benzenesulfonamide NC1=C2C(=NC=N1)N(N=C2C2=CC=C(C=C2)S(=O)(=O)N)C(C)C=2OC1=CC=CC(=C1C(C2C2=CC(=CC=C2)F)=O)F